CC=1C(=NC=C(N1)C)C(O)C1=CC(=C(C=C1)F)C1=NC=NC2=CC(=CC=C12)N1CCOCC1 (3,5-Dimethyl-pyrazin-2-yl)-[4-fluoro-3-(7-morpholin-4-yl-quinazolin-4-yl)-phenyl]methanol